OC1=C(C=C(C=C1C(C)(C)C)CCCOC(C(=C)C)=O)N1N=C2C(=N1)C=CC(=C2)Cl 2-[2-hydroxy-3-tert-butyl-5-(3-methacryloyloxypropyl)phenyl]-5-chlorobenzoTriazole